OC1CCC(CC1)CO 2-hydroxy-5-hydroxymethylcyclohexane